FC1=C(C=C(\C=C/2\C(N(C(S2)=O)CC2=CC(=CC=C2)I)=O)C=C1)OC (Z)-5-(4-fluoro-3-methoxybenzylidene)-3-(3-iodobenzyl)thiazolidine-2,4-dione